NC=1C2=C(N=CN1)N(C=C2I)[C@@H]2O[C@@H]([C@H]([C@H]2O)O)CSCC=2C(=NOC2C2=CC=CC=C2)C (2R,3R,4S,5S)-2-(4-Amino-5-iodo-7H-pyrrolo[2,3-d]pyrimidin-7-yl)-5-((((3-methyl-5-phenylisoxazol-4-yl)methyl)thio)methyl)tetrahydrofuran-3,4-diol